CN1N=C2N=C(C(=CC2=C1)N1N=C(C(=C1C)C(C)C)C=1C2=CN(N=C2C=CC1)C[C@H](O)C1=CC=CC=C1)C (1R)-2-[4-(1-{2,6-Dimethyl-2H-pyrazolo[3,4-b]pyridin-5-yl}-5-methyl-4-(propan-2-yl)-1H-pyrazol-3-yl)-2H-indazol-2-yl]-1-phenylethan-1-ol